4-((S or R)-4-((1R,5S)-3,8-diazabicyclo[3.2.1]octan-3-yl)-6-chloro-8-fluoro-2-((S or R)-2-fluoro-3-(pyrrolidin-1-yl)propoxy)quinazolin-7-yl)naphthalen [C@H]12CN(C[C@H](CC1)N2)C2=NC(=NC1=C(C(=C(C=C21)Cl)C2=CC=CC1=CC=CC=C21)F)OC[C@H](CN2CCCC2)F |o1:32|